NC1=CC(=NC=N1)N1CCC2(CC1)[C@@H](C1=CC=CC=C1C2)N[S@](=O)C(C)(C)C (R)-N-((S)-1'-(6-aminopyrimidin-4-yl)-1,3-dihydrospiro[inden-2,4'-piperidin]-1-yl)-2-methylpropan-2-sulfinamide